Tert-butyl (1-(4-(9-benzyl-6-(1-methylcyclopropoxy)-9H-purin-8-yl)-3-chlorophenyl)azetidin-3-yl)carbamate C(C1=CC=CC=C1)N1C2=NC=NC(=C2N=C1C1=C(C=C(C=C1)N1CC(C1)NC(OC(C)(C)C)=O)Cl)OC1(CC1)C